OC=1C=C(C=CC1OC)C1=C(C(=NN1)C(F)(F)F)C#N 5-(3-hydroxy-4-methoxyphenyl)-3-(trifluoromethyl)-1H-pyrazole-4-carbonitrile